N-(4-((4-([1,2,4]triazolo[1,5-a]pyridin-7-yloxy)-2-methoxy-5-methylphenyl)amino)-7-(4,4-difluoropiperidin-1-yl)quinazolin-6-yl)-2-fluoro-3-(1-methylpyrrolidin-2-yl)acrylamide N=1C=NN2C1C=C(C=C2)OC2=CC(=C(C=C2C)NC2=NC=NC1=CC(=C(C=C21)NC(C(=CC2N(CCC2)C)F)=O)N2CCC(CC2)(F)F)OC